C(C=C)(=O)O.C(C=C)(=O)O.C(CCCCC)O hexanol diacrylate